2-(5-((diphenylmethylene)amino)-2',4'-dioxo-2,3-dihydrospiro[indene-1,5'-oxazolidine]-3'-yl)acetic acid t-butyl ester C(C)(C)(C)OC(CN1C(OC2(C1=O)CCC1=CC(=CC=C12)N=C(C1=CC=CC=C1)C1=CC=CC=C1)=O)=O